ClC1=C(C=CC(=C1)Cl)C1=CC2=C(N=C(N=C2)NC2=CC(=C(C=C2)N2CCNCC2)F)N(C1=O)CC 6-(2,4-dichlorophenyl)-8-ethyl-2-(3-fluoro-4-piperazin-1-ylanilino)pyrido[2,3-d]pyrimidin-7-one